(6-(2-methoxy-4-(trifluoromethyl)phenyl)-5-methylpyridazin-3-yl)(1-methylazetidin-3-yl)methanol COC1=C(C=CC(=C1)C(F)(F)F)C1=C(C=C(N=N1)C(O)C1CN(C1)C)C